C(C)N1C[C@@H]([C@@H](CC1)NC1=C2C=C(N(C2=CC=C1)CC(F)(F)F)C1=NOC(=N1)CNC(=O)C=1C=NN(C1)C1COCC1)F N-{[3-(4-{[(3S,4R)-1-ethyl-3-fluoropiperidin-4-yl]amino}-1-(2,2,2-trifluoroethyl)-1H-indol-2-yl)-1,2,4-oxadiazol-5-yl]methyl}-1-(oxolan-3-yl)-1H-pyrazole-4-carboxamide